OC(C)C=1CN2CCC3(C2CC1)C(NC1=CC=CC=C13)=O 6'-(1-hydroxyethyl)-2',3',8',8a'-tetrahydro-5'H-spiro[1H-indol-3,1'-indolizine]-2-one